C(C1=CC=CC=C1)NC(C1=CC(=CC=C1)NC1=NC=C(C(=N1)NCC=1C(=NC=CC1)N(S(=O)(=O)C)C)C(F)(F)F)=O N-benzyl-3-({4-[({2-[methyl(methylsulfonyl)amino]pyridin-3-yl}methyl)amino]-5-(trifluoromethyl)pyrimidin-2-yl}amino)benzamide